ClC=1C=2N(C=CC1)C(=NN2)SCCCCOC2=C(OC1=CC(=CC=C1C2=O)OC)C2=CC=C(C=C2)C 3-(4-((8-chloro-[1,2,4]triazolo[4,3-a]pyridin-3-yl)thio)butoxy)-7-methoxy-2-(4-tolyl)-4H-chromen-4-one